BrC=1C=C(C=CC1)C1=NC(=NC(=N1)C1=CC=CC=C1)C1=CC=CC=C1 2-(3-bromophenyl)-4,6-diphenyl-1,3,5-Triazine